CN([C@@H]1CC(N(C1)C=1N=C(N2C1[C@H](N(CC2)C(C2=CC=C(C=C2)F)=O)C)C2=NC(=NS2)C)=O)C (R)-4-(Dimethylamino)-1-((R)-7-(4-fluorobenzoyl)-8-methyl-3-(3-methyl-1,2,4-Thiadiazol-5-yl)-5,6,7,8-tetrahydroimidazo[1,5-a]pyrazin-1-yl)pyrrolidin-2-one